(R)-2-(difluoromethoxy)propan-1-amine hydrochloride Cl.FC(O[C@@H](CN)C)F